C1(=CC=CC=C1)/C=C/C(=O)OC1COCC1OC(C=CC1=CC=CC=C1)=O tetrahydrofuran-3,4-diyl (2E,2'E)-bis(3-phenylacrylate)